CN1C(C(=C(C2=NC(=CC=C12)C)N1CCNCC1)C#N)=O 1,6-dimethyl-2-oxo-4-(piperazin-1-yl)-1,2-dihydro-1,5-naphthyridine-3-carbonitrile